sodium dodecyl-methyl-glycine sulfate S(=O)(=O)([O-])[O-].C(CCCCCCCCCCC)N(CC(=O)O)C.[Na+].[Na+]